N[C@@H]1[C@@H](OCC12CCN(CC2)C=2N=CC(=NC2)SC2=C(C=1N(C=C2)C(=CN1)C(=O)O)Cl)C 7-((5-((3S,4S)-4-amino-3-methyl-2-oxa-8-azaspiro[4.5]decan-8-yl)pyrazin-2-yl)thio)-8-chloroimidazo[1,2-a]pyridine-3-carboxylic acid